N-(2-cyano-6-methoxyphenyl)-4-{5-[(1S,2S)-2-fluorocyclopropyl]-1,2,4-oxadiazol-3-yl}-4-methylpiperidine-1-carboxamide C(#N)C1=C(C(=CC=C1)OC)NC(=O)N1CCC(CC1)(C)C1=NOC(=N1)[C@H]1[C@H](C1)F